(S)-2-(1-Cyclopropylethyl)-5-(2-(4,5-dimethyl-1H-imidazol-2-yl)pyridin-4-yl)-7-(methylsulfonyl)isoindolin-1-one Trifluoroacetate Salt FC(C(=O)O)(F)F.C1(CC1)[C@H](C)N1C(C2=C(C=C(C=C2C1)C1=CC(=NC=C1)C=1NC(=C(N1)C)C)S(=O)(=O)C)=O